C(C)OC(=O)C1=NN(C2=CC=CC(=C2C1=O)CC#N)C1=CC=C(C=C1)OC(F)(F)F 5-(cyanomethyl)-4-oxo-1-[4-(trifluoromethoxy)phenyl]Cinnoline-3-carboxylic acid ethyl ester